B(C1=CC2=C(N1C(=O)OC(C)(C)C)C(=CC=C2)F)(O)O N-(BOC)-7-fluoroindole-2-boronic acid